2-(2-chlorophenyl)-N-{3-cyano-5-sulfamoyl-4-[4-(trifluoromethyl)-1H-pyrazol-1-yl]phenyl}acetamide isopropyl-(S)-2-amino-3-(3,5-difluorophenyl)propanoate C(C)(C)OC([C@H](CC1=CC(=CC(=C1)F)F)N)=O.ClC1=C(C=CC=C1)CC(=O)NC1=CC(=C(C(=C1)S(N)(=O)=O)N1N=CC(=C1)C(F)(F)F)C#N